N-(naphthalene-1-yl)thiosemicarbazide C1(=CC=CC2=CC=CC=C12)NNC(=S)N